C1(=CC=CC=C1)N(C(O)=O)C=1C=NC(=CC1)C(C(F)(F)F)O[Si](C)(C)C(C)(C)C.ClCC1=CC=C(C=C1)N1N=C(C=C1C)C(F)(F)F 1-[4-(chloromethyl)phenyl]-5-methyl-3-(trifluoromethyl)-1H-pyrazole phenyl-(6-(1-((tert-butyldimethylsilyl)oxy)-2,2,2-trifluoroethyl)pyridin-3-yl)carbamate